NC1=C2OC=CC2=C(C=2C=COC12)O 8-Amino-1,7-dioxa-s-indacen-4-ol